2-m-methylphenylhydrazine CC=1C=C(C=CC1)NN